CC=1NC=2C=CC=C(C2C1)O 2-methyl-1H-indol-4-ol